4-ethylenedioxy-ethylthiophene C1OC=2C=C(SC2OC1)CC